(E)-4-(6-(2-(3-methylbenzylidene)hydrazinyl)-9-(pyridin-2-ylmethyl)-9H-purin-2-yl)morpholine CC=1C=C(\C=N\NC2=C3N=CN(C3=NC(=N2)N2CCOCC2)CC2=NC=CC=C2)C=CC1